Methyl 1-amino-4-(1-isopropyl-1H-pyrazol-3-yl)-3-methyl-1H-pyrrole-2-carboxylate NN1C(=C(C(=C1)C1=NN(C=C1)C(C)C)C)C(=O)OC